ClC1=CC=C(C=C1)[C@@H](CS(=O)(=O)O)CN |r| rac-(R)-2-(4-chlorophenyl)-3-amino-1-propanesulfonic acid